C(C)(C)(C)OC(=O)N1CC(N(CC1)C1=CC=C2C(C(N(C2=C1)C1=C(C(=CC=C1)Cl)C(N)=O)=O)(C)C)(C)C.NC1=NC(=NC(=C1)O)C 4-amino-6-hydroxy-2-methyl-pyrimidine tert-butyl-4-(1-(2-carbamoyl-3-chlorophenyl)-3,3-dimethyl-2-oxoindolin-6-yl)-3,3-dimethylpiperazine-1-carboxylate